4-[(2,6-difluorophenyl)methyl]-2-(4-hydroxyphenyl)-1,2,4-triazol-3-one FC1=C(C(=CC=C1)F)CN1C(N(N=C1)C1=CC=C(C=C1)O)=O